N1(CCC2(CC1)CC=1C(=NC=CC1)C2)C(=O)[O-] 5,7-dihydrospiro[cyclopenta-[b]pyridine-6,4'-piperidine]-1'-carboxylate